4-[3-(5-fluoro-2-pyridinyl)-1-(oxetan-3-yl)pyrazol-4-yl]-1H-pyrrolo[2,3-b]pyridine FC=1C=CC(=NC1)C1=NN(C=C1C1=C2C(=NC=C1)NC=C2)C2COC2